OC1=C(C(OC2=CC=CC=C12)=O)\C(=C/C(=O)O)\C(=O)O hydroxycoumarinfumaric acid